(S)-2-[4-chloro-2-(3-methyl-1,2,4-oxadiazol-5-yl)phenoxy]propionic acid ClC1=CC(=C(O[C@H](C(=O)O)C)C=C1)C1=NC(=NO1)C